CC1=CC=CCN1C(=O)OC1=CC=CC=C1 Phenyl 6-methylpyridine-1(2H)-carboxylate